C(C)(=O)O[C@@]1(CC[C@@H]2[C@H]3CC[C@@]4(C(CC[C@H]4[C@@H]3CC[C@@H]2C1)(O)C(C(=O)OCC)=[N+]=[N-])C)C Ethyl 2-((3R,5R,8R,9R,10S,13S,14S)-3-acetoxy-17-hydroxy-3,13-dimethylhexadecahydro-1H-cyclopenta[a]phenanthren-17-yl)-2-diazoacetate